N-(decyloxy)-4-(dimethylamino)-N-[1-(oxazolidin-2-yloxy)hexadecan-7-yl]butanamide Magnesium(II) 2-ethylhexanoate C(C)C(C(=O)[O-])CCCC.[Mg+2].C(CCCCCCCCC)ON(C(CCCN(C)C)=O)C(CCCCCCOC1OCCN1)CCCCCCCCC.C(C)C(C(=O)[O-])CCCC